4-{1-Methyl-6-oxo-5-[(pyrazin-2-yl)amino]-1,6-dihydropyridin-3-yl}-2-{6-oxo-8-thia-4,5-diazatricyclo[7.4.0.02,7]trideca-1(9),2(7),3-trien-5-yl}pyridine-3-carbaldehyde CN1C=C(C=C(C1=O)NC1=NC=CN=C1)C1=C(C(=NC=C1)N1N=CC=2C=3CCCCC3SC2C1=O)C=O